(S)-2-(methoxymethyl)-2-methyl-1,2,4,7-tetrahydro-3H-pyrrolo[3',2':5,6]Pyrido[3,4-b]Pyrazin-3-one COC[C@@]1(NC2=C(NC1=O)C=NC1=C2C=CN1)C